COC=1C=C(NC2=NC=CC(=N2)N2C=C(C3=CC=CC=C23)C(=O)N)C=CC1N1CCN(CC1)C 1-{2-[3-methoxy-4-(4-methyl-piperazin-1-yl)-anilino]-pyrimidin-4-yl}-1H-indole-3-carboxamide